2'-chloro-N-{6-chloro-[1,3]thiazolo[4,5-c]pyridin-2-yl}-5'-methoxy-6-methyl-[4,4'-bipyridine]-3-carboxamide ClC1=NC=C(C(=C1)C1=C(C=NC(=C1)C)C(=O)NC=1SC2=C(C=NC(=C2)Cl)N1)OC